ClC1=CC2=C(N=CN(C2=O)CC2(CCN(CC2)C(C2=C(C(=CC=C2)F)F)=O)O)N1C1=CC=C(C=C1)[C@@H]1CO[C@H](CN1C(=O)OC(C)(C)C)C tert-Butyl (2S,5R)-5-(4-(6-chloro-3-((1-(2,3-difluorobenzoyl)-4-hydroxypiperidin-4-yl)methyl)-4-oxo-3,4-dihydro-7H-pyrrolo[2,3-d]pyrimidin-7-yl)phenyl)-2-methylmorpholine-4-carboxylate